(2-methoxy-6-methylpyridin-3-yl)methanol COC1=NC(=CC=C1CO)C